FC1=NC(=CC=C1NC1=CC=C(CN2C(NC(C2)C(=O)N)=O)C=C1)N1CCC(CC1)C(F)(F)F (4-((2-fluoro-6-(4-(trifluoromethyl)piperidin-1-yl)pyridin-3-yl)amino)benzyl)-2-oxoimidazolidine-4-carboxamide